C1COCCO1 di(ethylene oxide)